C1(CCC1)CC=1N=CC2=C(N1)NC=C2C=2C=CC=1N(C2)C(=CN1)C(F)F 2-(cyclobutylmethyl)-5-(3-(difluoromethyl)imidazo[1,2-a]pyridin-6-yl)-7H-pyrrolo[2,3-d]pyrimidine